C(C)(C)(C)OC(N(C1=CC(=CC=C1)OC)CC1=NC=C(C(=C1C)OC)C)=O ((4-methoxy-3,5-dimethylpyridin-2-yl)methyl)-(3-methoxyphenyl)carbamic acid tert-butyl ester